N-(4-(4-(isopropylsulfonyl)piperazin-1-yl)-pyridin-2-yl)-5-(1H-pyrazol-4-yl)thiazolo-[5,4-b]pyridin-2-amine C(C)(C)S(=O)(=O)N1CCN(CC1)C1=CC(=NC=C1)NC=1SC2=NC(=CC=C2N1)C=1C=NNC1